BrC=1C=C2C(=C(C(NC2=CC1)=O)NC(OC(C)(C)C)=O)C=1C2=CN(N=C2C(=CC1)Cl)C1OCCCC1 tert-butyl N-[6-bromo-4-[7-chloro-2-(oxan-2-yl)indazol-4-yl]-2-oxo-1H-quinolin-3-yl]carbamate